[Si](C)(C)(C(C)(C)C)O[C@H]1[C@H](N(CC1)C1=NC(=CC(=C1)C(F)(F)F)C)C(=O)N(CCCN1CCCC1)C1=CC(=C(C=C1)F)C (2S,3R)-3-((tert-butyldimethylsilyl)oxy)-N-(4-fluoro-3-methylphenyl)-1-(6-methyl-4-(trifluoromethyl)pyridin-2-yl)-N-(3-(pyrrolidin-1-yl)propyl)pyrrolidine-2-carboxamide